C(/C1=CC=CC=C1)=C/1\C(N(C(C1)=O)CC1=CC=C(C(=O)NO)C=C1)=O (E)-4-((3-benzylidene-2,5-diketopyrrolidinyl)methyl)-N-hydroxybenzamide